1-(5-bromopyrimidin-2-yl)-1,2,3,6-tetrahydropyridine-4-carboxylic acid methyl ester COC(=O)C=1CCN(CC1)C1=NC=C(C=N1)Br